C(C)(C)(C)OC(=O)N1CCC(C1)(C(F)(F)F)OC 4-methoxy-4-(trifluoromethyl)pyrrolidine-1-carboxylic acid tert-butyl ester